ClC1=C(C=CC(=C1)F)C1=C(C=C(C=C1)C1=NNC(OC1)=O)F 5-(2'-chloro-2,4'-difluorobiphenyl-4-yl)-3,6-dihydro-2H-1,3,4-oxadiazin-2-one